O(C1=CC=CC=C1)C1=CC=C(C=C1)C1=CC(=NN1C1=C(C=C(C=C1C)C)C)NS(=O)(=O)C1=CC=CC=C1 N-[5-(4-phenoxyphenyl)-1-(2,4,6-trimethylphenyl)pyrazol-3-yl]benzenesulfonamide